N[C@@H](CC(=O)OC)C1=CC=C(C=C1)C1=C(N=CS1)C methyl (S)-3-amino-3-(4-(4-methylthiazol-5-yl)phenyl)propanoate